CN[C@H](C(=O)O)CCC1=CC=CC=C1 (S)-2-(methylamino)-4-phenylbutyric acid